1-(Tert-Butyl) 3-methyl (S)-4-(difluoromethylene)-3-methylpiperidine-1,3-dicarboxylate FC(=C1[C@@](CN(CC1)C(=O)OC(C)(C)C)(C(=O)OC)C)F